ClC1=CC=C(COCCNCCNS(=O)(=O)C=2C=3C=CN=CC3C=CC2)C=C1 isoquinoline-5-sulfonic acid (2-(2-(4-chlorobenzyloxy)ethylamino)ethyl)amide